ClC1=C(C=C(C=C1)[C@@H](CN[C@@H]([C@H]1CNC2=C(N1)N=CC=C2)C2=CC=CC=C2)C)CC(=O)O |o1:7| 2-(2-chloro-5-((S or R)-1-(((R)-phenyl((R)-1,2,3,4-tetrahydropyrido[2,3-b]pyrazin-3-yl)methyl)amino)propan-2-yl)phenyl)acetic acid